NC1=NC=C(C2=C1C(=C(N2C)C2=CC=C(C=C2)NC(=O)C(=C)F)C=2C=C(C(=NC2)C(=O)NCC2(CC2)F)Cl)C#CC(C)(C)O 5-(4-amino-2-{4-[(2-fluoroacrylamino)]phenyl}-7-(3-hydroxy-3-methylbut-1-ynyl)-1-methylpyrrolo[3,2-c]pyridin-3-yl)-3-chloro-N-[(fluorocyclopropyl)methyl]pyridine-2-carboxamide